N-{8-fluoro-2-methylimidazo[1,2-a]pyridin-6-yl}-2-methyl-4-[(3R)-3-[(pyrimidin-2-ylmethyl)amino]pyrrolidin-1-yl]indazole-7-carboxamide FC=1C=2N(C=C(C1)NC(=O)C1=CC=C(C3=CN(N=C13)C)N1C[C@@H](CC1)NCC1=NC=CC=N1)C=C(N2)C